N1=CC=C(C=C1)CCC1=CC=NC=C1 1,2-di(4-pyridyl)ethane